8-[[5-cyclopropyl-2-ethoxy-4-(4-fluorophenyl)phenyl]methyl]-3-[4-(iodomethyl)phenyl]-1-oxa-3,8-diazaspiro[4.5]decan-2-one C1(CC1)C=1C(=CC(=C(C1)CN1CCC2(CN(C(O2)=O)C2=CC=C(C=C2)CI)CC1)OCC)C1=CC=C(C=C1)F